N-[3-(1H-benzo[d]imidazol-2-yl)phenyl]-[1,1'-biphenyl]-4-amine N1C(=NC2=C1C=CC=C2)C=2C=C(C=CC2)NC2=CC=C(C=C2)C2=CC=CC=C2